(Z)-3-(3-(3,5-bis(trifluoromethyl)phenyl)-1H-1,2,4-triazol-1-yl)-N-(1H-indol-1-yl)acrylamide FC(C=1C=C(C=C(C1)C(F)(F)F)C1=NN(C=N1)\C=C/C(=O)NN1C=CC2=CC=CC=C12)(F)F